COC(=O)[C@H]1C(CC[C@H]2C(CCC[C@]12C)(C)C)=C.N1(CCOCC1)C1=C(N)C=CC=C1 2-(morpholin-4-yl)aniline methyl-(1S,4aS,8aS)-5,5,8a-trimethyl-2-methylenedecahydronaphthalene-1-carboxylate